1-(1-(methylsulfonyl)piperidin-4-yl)-6-(pyridin-4-yl)-1H-benzo[d]imidazole CS(=O)(=O)N1CCC(CC1)N1C=NC2=C1C=C(C=C2)C2=CC=NC=C2